C[C@H]1N(C[C@H]1N1CCNCC1)C1=CC(=NC(=C1C#N)C(F)(F)F)N1CCC2(C(=CCO2)C)CC1 4-((2R,3R)-2-Methyl-3-(piperazin-1-yl)azetidin-1-yl)-6-(4-methyl-1-oxa-8-azaspiro[4.5]dec-3-en-8-yl)-2-(trifluoromethyl)nicotinonitrile